C1=NC=CC2=C(C=CC=C12)NC(=O)[C@@H]1CNC[C@H]1C=1SC=CN1 (3S,4S)-N-(isoquinolin-5-yl)-4-(1,3-thiazol-2-yl)pyrrolidine-3-carboxamide